FC([C@@H]1C[C@H](C1)C1=NC=CC=2C1=NC=CN2)(F)F 5-(trans-3-(trifluoromethyl)cyclobutyl)pyrido[3,4-b]pyrazine